[2H]C([2H])([2H])N1CC[C@]23[C@@H]4C(=O)CC[C@]2([C@H]1CC5=C3C(=C(C=C5)OC([2H])([2H])[2H])O4)O Oxycodone-d6